N-[(1S)-1-[4-({2-chloro-7-[(1S)-1-methoxyethyl]-[1,2,4]triazolo[1,5-a]pyrimidin-6-yl}amino)phenyl]-2,2,2-trifluoroethyl]-N,1-dimethylpiperidine-3-carboxamide ClC1=NN2C(N=CC(=C2[C@H](C)OC)NC2=CC=C(C=C2)[C@@H](C(F)(F)F)N(C(=O)C2CN(CCC2)C)C)=N1